C(C)(C)(C)C=1C(=NC=2CC(N(CC2C1)C(=O)OCC=1C=NC2=CC(=C(N=C2C1Cl)OC)C)CC(C)C)Cl (4-chloro-6-methoxy-7-methyl-1,5-naphthyridin-3-yl)methanol tert-butyl-2-chloro-7-(2-methylpropyl)-5,6,7,8-tetrahydro-1,6-naphthyridine-6-carboxylate